O=C1N(CCC(N1)=O)C1=NN(C2=CC(=C(C=C12)F)N1CC2(CN(C2)C(=O)OC(C)(C)C)C1)C tert-butyl 6-[3-(2,4-dioxohexahydropyrimidin-1-yl)-5-fluoro-1-methyl-indazol-6-yl]-2,6-diazaspiro[3.3]heptane-2-carboxylate